OC1=C(C(=O)O)C(=CC=C1)OC1CN(C1)C(C[C@H]1CNCCO1)=O 2-hydroxy-6-[(1-{[(2S)-morpholin-2-yl]acetyl}azetidin-3-yl)oxy]benzoic acid